[Si](C)(C)(C(C)(C)C)OC1=CC=C(C=C1)C(C(=O)O)CN1C(C2=CC=CC=C2C1=O)=O 2-(4-((tert-Butyldimethylsilyl)oxy)phenyl)-3-(1,3-dioxoisoindolin-2-yl)propionic acid